C(C)OC=1C(=NC=CC1)C=C1C(NC(C(N1)=O)=CC1=CC(=CC=C1)C(C1=CC=C(C=C1)F)=O)=O 3-((3-ethoxypyridin-2-yl)methylene)-6-(3-(4-fluorobenzoyl)benzylidene)piperazine-2,5-dione